FC1=NC=CC2=C1C(C1CCC2N1C(=O)OC(C)(C)C)=O (±)-tert-butyl 1-fluoro-9-oxo-6,7,8,9-tetrahydro-5H-5,8-epiminocyclohepta[c]pyridine-10-carboxylate